O=S1(CCC(CC1)NC1=C2C=C(N(C2=CC=C1)CC(F)(F)F)C#CCNC1=C(C=C(C=C1)C(C#N)(C)C)F)=O 2-{4-[(3-{4-[(1,1-dioxo-1λ6-thian-4-yl)amino]-1-(2,2,2-trifluoroethyl)-1H-indol-2-yl}prop-2-yn-1-yl)amino]-3-fluorophenyl}-2-methylpropanenitrile